NN1C(N(N=CC1=O)C1=C(C(=C(C(=C1)Cl)OC=1C=NC(=C(C1)C(C)C)O)Cl)[2H])=O amino-2-(3,5-dichloro-4-((6-hydroxy-5-isopropylpyridin-3-yl)oxy)phenyl-2-d)-1,2,4-triazine-3,5(2H,4H)-dione